[F-].[Li+] lithium-fluoride salt